BrC=1C=C2C(=NC1F)C(C(N2C2CC(C2)C#N)=O)(C)C 3-(6-bromo-5-fluoro-3,3-dimethyl-2-oxo-2,3-dihydro-1H-pyrrolo[3,2-b]pyridin-1-yl)cyclobutane-1-carbonitrile